CC(C)C1=CC2=CC=CC=C2C=C1C(C)C 2,3-di(propan-2-yl)naphthalene